8-(4-chloro-6-methoxybenzo[d]thiazol-2-yl)-3-cyclopropyl-6-methyl-quinazolin-4(3H)-one ClC1=CC(=CC2=C1N=C(S2)C=2C=C(C=C1C(N(C=NC21)C2CC2)=O)C)OC